FC(C1=C(C=CC=C1)CN1N=C(N=C1)C(=O)N)(F)F 1-[[2-(trifluoromethyl)phenyl]]Methyl-1,2,4-triazole-3-carboxamide